2-Methacryloylthiomethylthio-5-n-pentylthio-1,3,4-thiadiazole C(C(=C)C)(=O)SCSC=1SC(=NN1)SCCCCC